FC1(CN(CCC1=C)C(=O)OC(C)(C)C)F tert-butyl 3,3-difluoro-4-methylenepiperidine-1-carboxylate